2-((1-oxo-4-(o-tolyl)-1,2-dihydroisoquinolin-7-yl)oxy)propenamide O=C1NC=C(C2=CC=C(C=C12)OC(C(=O)N)=C)C1=C(C=CC=C1)C